FC1=C(C=CC(=C1F)C=1C(=NN(C1)CC(CO)C)C(F)(F)F)C1=CN=C(N1C)C(=O)N 5-[2,3-difluoro-4-[1-(3-hydroxy-2-methyl-propyl)-3-(trifluoromethyl)pyrazol-4-yl]phenyl]-1-methyl-imidazole-2-carboxamide